N-(4-(1H-pyrazol-1-yl)benzyl)-N-(3-methoxybenzyl)-4-(piperidin-1-ylmethyl)oxazol-2-amine N1(N=CC=C1)C1=CC=C(CN(C=2OC=C(N2)CN2CCCCC2)CC2=CC(=CC=C2)OC)C=C1